[Si](C)(C)(C(C)(C)C)O[C@@H]1C[C@@H]2CC[C@H]3[C@@H]4CC[C@@H]([C@@]4(C)CC[C@@H]3[C@]2(CC1)C)OCC(=O)[O-] 2-(3β-(tert-butyldimethylsilyloxy)-5α-androstan-17β-yloxy)-acetate